OCCNC1=NC=2N(C(N(C(C2N1CC1=CC=C(C=C1)OC1=CC=CC=C1)=O)C)=O)C 8-((2-Hydroxyethyl)amino)-1,3-dimethyl-7-(4-phenoxybenzyl)-3,7-dihydro-1H-purine-2,6-dione